FC=1C=CC(=C(C1)C(=CN1C(N(C(C2=C1SC(=C2C)C#CC)=O)NC)=O)OC2CCOCC2)OC 1-(2-(5-fluoro-2-methoxyphenyl)-2-((tetrahydro-2H-pyran-4-yl)oxy)vinyl)-5-methyl-3-(methylamino)-6-(1-propyn-1-yl)thieno[2,3-d]pyrimidine-2,4(1H,3H)-dione